(R)-4-(sec-butylamino)-2-((2-methoxy-4-(1-methyl-1H-pyrazol-5-yl)phenyl)amino)-7H-pyrrolo[2,3-d]pyrimidine-5-carbonitrile [C@@H](C)(CC)NC=1C2=C(N=C(N1)NC1=C(C=C(C=C1)C1=CC=NN1C)OC)NC=C2C#N